2-methyl-4-oxo-4,5-dihydrofuran-3-carboxylic acid ethyl ester C(C)OC(=O)C1=C(OCC1=O)C